C1(CCCC1)C(C)NC1=NC(=CC(=C1)C(C)(C)NC(OCC1=CC=CC=C1)=O)OC1[C@@H]2CN(C[C@H]12)C(=O)C=1C(=NN(C1)C1=NC=CC=N1)C benzyl (2-(2-((1-cyclopentylethyl)amino)-6-(((1R,5S,6s)-3-(3-methyl-1-(pyrimidin-2-yl)-1H-pyrazole-4-carbonyl)-3-azabicyclo[3.1.0]hexan-6-yl)oxy)pyridin-4-yl)propan-2-yl)carbamate